C1CC(CCC1CC2CCC(CC2)N)N (4,4'-diaminodicyclohexyl)methane